methyl 4-(2-methoxy-2-oxoethyl)-1H-pyrrole-3-carboxylate COC(CC=1C(=CNC1)C(=O)OC)=O